O1CCN(CC1)C=1N(C(C(=CN1)N[C@H](C)C=1N=C(OC1)C1=CC=CC=C1)=O)CC(=O)O (R)-2-(2-Morpholino-6-oxo-5-((1-(2-phenyloxazol-4-yl)ethyl)amino)pyrimidin-1(6H)-yl)acetic acid